S(=O)(=O)([O-])C1=CC=C(C)C=C1.S(=O)(=O)([O-])C1=CC=C(C)C=C1.C1(=CC=C(C=C1)[Bi+2])C p-Tolylbismuth ditosylate